ClC1=C(C=C(C=C1)NC(=S)NC1=CC=C(C=C1)[N+](=O)[O-])F N-(4-chloro-3-fluorophenyl)-N'-(4-nitrophenyl)thiourea